BrCCCCCC(C(F)(F)F)=O 7-bromotrifluoroheptanone